NCC[Si](O)(O)O 1-(2-Aminoethyl)silantriol